O=C1CC2SCCN12 7-oxo-4-thia-1-azabicyclo[3.2.0]heptane